tetrahydrofurfuryl-vinylether C(C1CCCO1)OC=C